tris(acryloxyethyl)isoleucine C(C=C)(=O)OCC[C@](N(CCOC(C=C)=O)CCOC(C=C)=O)([C@@H](C)CC)C(=O)O